(5Z)-5-[(1-methyl-5-nitro-1H-imidazol-2-yl)methylene]-2-(diethylamino)-4(5H)thiazolone CN1C(=NC=C1[N+](=O)[O-])\C=C/1\C(N=C(S1)N(CC)CC)=O